tetradecyl 7-bromoheptanoate BrCCCCCCC(=O)OCCCCCCCCCCCCCC